ICC1CN(C(O1)=O)C1=CC=CC=C1 (Z)-5-(iodomethyl)-3-phenyloxazolidin-2-one